α-cyanohydroxyl-cinnamic acid C(#N)C(C(=O)O)=C(C1=CC=CC=C1)O